COC(C1=C(N=CC(=C1)C1=CC2=CN(N=C2C=C1)C1CCN(CC1)C1COC1)N)=O 2-amino-5-(2-(1-(oxetan-3-yl)piperidin-4-yl)-2H-indazol-5-yl)nicotinic acid methyl ester